(S)-quinuclidin-3-yl ((R)-6-(3-ethoxyphenyl)-7-fluoro-2,2-dimethyl-1,2,3,4-tetrahydronaphthalen-1-yl)carbamate C(C)OC=1C=C(C=CC1)C=1C=C2CCC([C@H](C2=CC1F)NC(O[C@@H]1CN2CCC1CC2)=O)(C)C